C(CC)C1CCC2=CC(=CC=C12)C=O 1-n-propyl-2,3-dihydro-1H-indene-5-carboxaldehyde